ClC1=NC=CC(=N1)C1=C(N=C(S1)C1CCNCC1)C=1C(=C(C=CC1)C(CC)S(=O)(=O)N)F {3-[5-(2-chloropyrimidin-4-yl)-2-(piperidin-4-yl)-1,3-thiazol-4-yl]-2-fluorophenyl}propane-1-sulfonamide